2-(5-(((6-bromopyridin-2-yl)oxy)methyl)-4-chloropyridin-2-yl)-4,5,6,7-tetrahydro-2H-benzo[d][1,2,3]triazole BrC1=CC=CC(=N1)OCC=1C(=CC(=NC1)N1N=C2C(=N1)CCCC2)Cl